N[C@@H]1CN(CC1)CC1=CC=2C(=CN=C(C2C2=CC(=C(C#N)C=C2)F)C2=C(C=C(C=C2)C)C)N1C (S)-4-(2-((3-aminopyrrolidin-1-yl)methyl)-5-(2,4-dimethylphenyl)-1-methyl-1H-pyrrolo[2,3-c]pyridin-4-yl)-2-fluorobenzonitrile